CCCCC/C=C\C/C=C\C/C=C\CCCCCCC(=O)O[C@H](COC(=O)CCCCCCC/C=C\CCCC)COP(=O)([O-])OCC[N+](C)(C)C 1-(9Z-tetradecenoyl)-2-(8Z,11Z,14Z-eicosatrienoyl)-glycero-3-phosphocholine